ClC1=C(C=O)C=C(C=C1)C1=NC(=C2C(=N1)N(N=C2CC)C)NCC2=CC=C(C=C2)F 2-chloro-5-(3-ethyl-4-((4-fluorobenzyl)amino)-1-methyl-1H-pyrazolo[3,4-d]pyrimidin-6-yl)benzaldehyde